methyl-5-nitroisophthalamide CC1=C(C(=O)N)C=C(C=C1C(=O)N)[N+](=O)[O-]